N-feruloyl-hydroxytryptamine C(\C=C\C1=CC(OC)=C(O)C=C1)(=O)N(CCC1=CNC2=CC=CC=C12)O